methyl 4-bromo-5-methylthiophene-2-carboxylate BrC=1C=C(SC1C)C(=O)OC